1,2-dimyristoyl-sn-glycero-3-phospho-L-serine sodium salt [Na+].C(CCCCCCCCCCCCC)(=O)OC[C@@H](OC(CCCCCCCCCCCCC)=O)COP(=O)(O)OC[C@H](N)C(=O)[O-]